2,2,3,3,3-pentafluoropropionic anhydride FC(C(=O)OC(C(C(F)(F)F)(F)F)=O)(C(F)(F)F)F